CC1=CC=C(C=C1)C12C(C(=O)NC1=O)=CC=CC2(C2=CC=C(C=C2)OC#N)C2=CC=C(C=C2)OC#N 2-(4-methylphenyl)-3,3-bis(4-cyanatophenyl)phthalimide